1,3-dioxolo[4,5-i]Phenanthridinium O1COC=2C=3C=[NH+]C=4C=CC=CC4C3C=CC21